N1C=NC=C1C=C(C#N)CC#N ((1H-imidazol-5-yl)methylene)succinonitrile